1,6-bis(2-ethyl-2-oxetanyloxy)hexane C(C)C1(OCC1)OCCCCCCOC1(OCC1)CC